2-((3-(4-chloro-2-fluoro-phenyl)-5-methyl-triazol-4-yl)methyl)-5-((2S,6R)-2,6-dimethylmorpholin-4-yl)pyridazin-3-one ClC1=CC(=C(C=C1)N1N=NC(=C1CN1N=CC(=CC1=O)N1C[C@@H](O[C@@H](C1)C)C)C)F